FC(C1=C(C(=CC=C1)F)N1CCC(CC1)N1C(N(C=2C(C1C)=CN(N2)C2OCCCC2)CC2=C(C=CC=C2)C(F)(F)F)=O)F 5-[1-(2-Difluoromethyl-6-fluoro-phenyl)-piperidin-4-yl]-4-methyl-2-(tetrahydropyran-2-yl)-7-(2-trifluoromethyl-benzyl)-2,4,5,7-tetrahydro-pyrazolo[3,4-d]pyrimidin-6-one